(S)-N-hydroxy-3-phenyl-4-(3-phenylpropionyl)-2,3,4,5-tetrahydrobenzo[f][1,4]oxazepine-8-carboxamide ONC(=O)C1=CC2=C(CN([C@H](CO2)C2=CC=CC=C2)C(CCC2=CC=CC=C2)=O)C=C1